Tert-butyl (1R,5S)-3-(2,8-difluoro-7-(3-(methoxymethoxy)-8-((triisopropylsilyl) ethynyl) naphthalen-1-yl) quinazolin-4-yl)-3,8-diazabicyclo[3.2.1]Octane-8-carboxylate FC1=NC2=C(C(=CC=C2C(=N1)N1C[C@H]2CC[C@@H](C1)N2C(=O)OC(C)(C)C)C2=CC(=CC1=CC=CC(=C21)C#C[Si](C(C)C)(C(C)C)C(C)C)OCOC)F